FC(C=1C(=C(C=CC1)[C@@H](C)NC1=C(C(=NC(=N1)OC)C(C(=O)NC1(CC1)C)C)C1OCCO1)F)F 2-(6-(((R)-1-(3-(difluoromethyl)-2-fluorophenyl)ethyl)amino)-5-(1,3-dioxolan-2-yl)-2-methoxypyrimidin-4-yl)-N-(1-methylcyclopropyl)propanamide